CC=1SC2=NC=3NCCC3C(=C2C1)O 5-Methyl-4-thia-2,12-diazatricyclo[7.3.0.03,7]dodeca-1(9),2,5,7-tetraen-8-ol